7-(benzyloxy)-6-methoxy-2-methylquinazolin-4-yl 2,4,6-triisopropylbenzenesulfonate C(C)(C)C1=C(C(=CC(=C1)C(C)C)C(C)C)S(=O)(=O)OC1=NC(=NC2=CC(=C(C=C12)OC)OCC1=CC=CC=C1)C